6-Bromo-4-chloro-7-fluoro-N,N-dimethyl-1H-indole-2-carboxamide BrC1=CC(=C2C=C(NC2=C1F)C(=O)N(C)C)Cl